NC1=C(N=C(C(=N1)N1CCC2(CC1)C(C1=CC=CC=C1C2)N)F)SC2=C(C(=NC=C2)N)Cl 1'-(6-amino-5-((2-amino-3-chloropyridine-4-yl)thio)-3-fluoropyrazine-2-yl)-1,3-dihydrospiro[indene-2,4'-piperidine]-1-amine